2-(1-((1s,4s)-2-Oxabicyclo[2.1.1]hexan-1-ylmethyl)-1H-pyrazol-4-yl)-8-chloro-7-((2-methyl-1-((2-(trimethylsilyl)ethoxy)methyl)-1H-benzo[d]imidazol-6-yl)oxy)quinoxaline C12(OCC(C1)C2)CN2N=CC(=C2)C2=NC1=C(C(=CC=C1N=C2)OC=2C=CC1=C(N(C(=N1)C)COCC[Si](C)(C)C)C2)Cl